rel-(S)-(5-(Oxazol-5-yl)isochroman-1-yl)methanamine hydrochloride salt Cl.O1C=NC=C1C1=C2CCO[C@@H](C2=CC=C1)CN |o1:11|